O=C1NC(CCC1N1C(C2=CC=CC(=C2C1=O)NCC1=C(C=C(C=C1)CN1CCC(CC1)(OC)CC)F)=O)=O 2-(2,6-dioxopiperidin-3-yl)-4-(4-((4-ethyl-4-methoxypiperidin-1-yl)methyl)-2-fluorobenzylamino)isoindoline-1,3-dione